azobispropanenitrile N(=NCCC#N)CCC#N